IC=1C=C(C(=O)NC2=CC=C(C=C2)S(NCCN2CCOCC2)(=O)=O)C=CC1OC 3-Iodo-4-methoxy-N-(4-(N-(2-morpholinoethyl)sulfamoyl)phenyl)benzamide